(1R,2S,5S)-3-(5-Ethoxy-1H-indole-2-carbonyl)-6,6-dimethyl-N-((S)-1-oxo-3-((S)-2-oxopyrrolidin-3-yl)propan-2-yl)-3-azabicyclo[3.1.0]hexane-2-carboxamide C(C)OC=1C=C2C=C(NC2=CC1)C(=O)N1[C@@H]([C@H]2C([C@H]2C1)(C)C)C(=O)N[C@H](C=O)C[C@H]1C(NCC1)=O